2-(2-amino-6-((4-(carbamoyl)benzyl)amino)-9H-purin-9-yl)-N-(1-ethyl-3-methyl-1H-pyrazol-5-yl)acetamide NC1=NC(=C2N=CN(C2=N1)CC(=O)NC1=CC(=NN1CC)C)NCC1=CC=C(C=C1)C(N)=O